C1(=CC=CC=C1)P(C1=CC=CC=C1)C1=CC=C(C=C1)C1=CC=C(C=C1)P(C1=CC=CC=C1)C1=CC=CC=C1 Bis(diphenylphosphino)biphenyl